1-[6-[2-(ethoxymethoxy)-6-methyl-4-(trifluoromethyl)phenyl]pyridazin-3-yl]-N-[(1-methylpyrrolidin-2-yl)methyl]methanamine C(C)OCOC1=C(C(=CC(=C1)C(F)(F)F)C)C1=CC=C(N=N1)CNCC1N(CCC1)C